4-(4-bromo-1H-indol-1-yl)cyclohexane-1-carbaldehyde BrC1=C2C=CN(C2=CC=C1)C1CCC(CC1)C=O